NC1=C(C=C(C=N1)C=1C=C2N(N1)CC[C@]21CN(CC1)C(=O)NC1(CCC1)C1=CC=C(C=C1)F)C#N |r| (rac)-2'-(6-amino-5-cyanopyridin-3-yl)-N-[1-(4-fluorophenyl)cyclobutyl]-5',6'-dihydrospiro[pyrrolidine-3,4'-pyrrolo[1,2-b]pyrazole]-1-carboxamide